8-fluoro-6-(6-fluoro-4-methoxy-2-(((1s,4s)-4-methoxy-4-methylcyclohexyl)amino)pyrrolo[2,1-f][1,2,4]triazin-5-yl)-N-methylimidazo[1,2-a]pyridine-3-carboxamide FC=1C=2N(C=C(C1)C=1C(=CN3N=C(N=C(C31)OC)NC3CCC(CC3)(C)OC)F)C(=CN2)C(=O)NC